N,N'-{1,4,8-triazacycloundecane-1,4-diylbis[methylene(2-hydroxy-5-methyl-3,1-phenylene)]}bis(2,3-dihydroxypropanamide) N1(CCN(CCCNCCC1)CC=1C(=C(C=C(C1)C)NC(C(CO)O)=O)O)CC=1C(=C(C=C(C1)C)NC(C(CO)O)=O)O